2-[(2R)-4-[8-(2,6-difluorophenyl)-5,11-dimethyl-3,4,7,9,12-pentazatricyclo[8.4.0.02,6]tetradeca-1(10),2(6),4,7,11,13-hexaen-13-yl]morpholin-2-yl]propan-2-ol FC1=C(C(=CC=C1)F)C1=NC=2C(=NNC2C=2C=C(N=C(C2N1)C)N1C[C@@H](OCC1)C(C)(C)O)C